2-butenyl ethoxyphthalate C(C)OC1=C(C(C(=O)OCC=CC)=CC=C1)C(=O)[O-]